(4-(3-(tert-butyl)-1H-1,2,4-triazol-1-yl)-3-methylphenyl)(4-(5-methyloxazolo[4,5-b]pyridin-2-yl)piperazin-1-yl)methanone C(C)(C)(C)C1=NN(C=N1)C1=C(C=C(C=C1)C(=O)N1CCN(CC1)C=1OC=2C(=NC(=CC2)C)N1)C